(S)-N-(3-(1-((2-(2-fluoroethyl)-2H-pyrazolo[3,4-b]pyrazin-6-yl)amino)ethyl)phenyl)-5-methylnicotinamide FCCN1N=C2N=C(C=NC2=C1)N[C@@H](C)C=1C=C(C=CC1)NC(C1=CN=CC(=C1)C)=O